ClC1=CC(=C(C=C1)[C@@H]1OC2=C(OC1)C=CC=C2C2CCN(CC2)C(=O)[O-])OC (S)-4-(3-(4-chloro-2-methoxyphenyl)-2,3-dihydrobenzo[b][1,4]dioxin-5-yl)piperidine-1-carboxylate